N-((3-(4-(2,3-dimethylphenyl)piperazine-1-carbonyl)pyrazolo[1,5-a]pyridin-5-yl)methyl)benzamide CC1=C(C=CC=C1C)N1CCN(CC1)C(=O)C=1C=NN2C1C=C(C=C2)CNC(C2=CC=CC=C2)=O